C1(=CC=CC=C1)CCC1=C(C(=O)O)C=CC=C1 2-(2-phenylethyl)benzoic acid